5-methyl-N-(3-methylsulfonylphenyl)-2-(oxan-2-ylmethyl)-4-(trifluoromethyl)pyrazole-3-carboxamide CC=1C(=C(N(N1)CC1OCCCC1)C(=O)NC1=CC(=CC=C1)S(=O)(=O)C)C(F)(F)F